C[C@@H]1C2=C(N3[C@@H]1CNCC3)N=CC(=C2)C(F)(F)F (5R,5aS)-5-methyl-3-(trifluoromethyl)-5a,6,8,9-tetrahydropyrido[3',2':4,5]pyrrolo[1,2-a]pyrazin